[(phenylcarbazolyl)dimethylfluorenyl]amine C1(=CC=CC=C1)C1=C(C=2NC3=CC=CC=C3C2C=C1)C1=C(C(=C(C=2CC3=CC=CC=C3C12)N)C)C